(R)-1-(3-((7-(8-chloronaphthalen-1-yl)-2-((tetrahydro-1H-pyrrolizin-7a(5H)-yl)methoxy)-5,6,7,8-tetrahydropyrido[3,4-d]pyrimidin-4-yl)(methyl)amino)pyrrolidin-1-yl)prop-2-en-1-one ClC=1C=CC=C2C=CC=C(C12)N1CC=2N=C(N=C(C2CC1)N([C@H]1CN(CC1)C(C=C)=O)C)OCC12CCCN2CCC1